(-)-m-hydroxy-α-[(methylamino)methyl]benzyl-ethanol hydrochloride Cl.OC=1C=C(CC(C)(O)CNC)C=CC1